NC1=NN(C(=C1)C)C(=O)C1=CC=C(CNC=2C(C3=CC=CC=C3C(C2Cl)=O)=O)C=C1 (4-(3-amino-5-methyl-1H-pyrazole-1-carbonyl)benzylamino)-3-chloronaphthalene-1,4-dione